(5aR,5bS,7aS,10aS,10bR,12S,12aS)-2-(4-chlorophenyl)-12-hydroxy-5a,7a-dimethyl-4,5,5a,5b,6,7,7a,9,10,10a,10b,11,12,12a-tetradecahydro-8H-cyclopenta[7,8]phenanthro[2,1-d]thiazol-8-one ClC1=CC=C(C=C1)C=1SC2=C(N1)CC[C@@]1([C@H]3CC[C@]4([C@H]([C@@H]3C[C@@H]([C@H]12)O)CCC4=O)C)C